FC1=C(C=C(C=C1)F)C1=CC2=C(O[C@H](CN2S(=O)(=O)C2=CC(=CC=C2)C(C)C)CCC2=NNC(O2)=O)C=C1 (S)-5-(2-(6-(2,5-difluorophenyl)-4-((3-isopropylphenyl)sulfonyl)-3,4-dihydro-2H-benzo[b][1,4]-oxazin-2-yl)ethyl)-1,3,4-oxadiazol-2(3H)-one